1-isopropyl-1H-pyrrole C(C)(C)N1C=CC=C1